O1C(=C(O)C(=O)C=2C(O)=CC(O)=CC12)C1=CC(O)=C(O)C=C1 Quercetine